FC1=CC=C(C=C1)CNC(=O)C=1C(=NC2=CC(=CC=C2C1OC)C(F)(F)F)OC N-[(4-fluorophenyl)-methyl]-2,4-dimethoxy-7-(trifluoromethyl)-quinoline-3-carboxylic acid amide